(5''-bromodispiro[cyclopropane-1,1'-cyclohexane-4',3''-indolin]-1''-yl)(5-((4,4-difluoropiperidin-1-yl)sulfonyl)thiophen-3-yl)methanone BrC=1C=C2C3(CN(C2=CC1)C(=O)C1=CSC(=C1)S(=O)(=O)N1CCC(CC1)(F)F)CCC1(CC3)CC1